BrC=1C=CC2=C(OCC(N2)=O)N1 6-bromo-1H-pyrido[2,3-b][1,4]oxazin-2(3H)-one